3-bromo-5-[(E)-prop-1-enyl]-1-[4-(trifluoromethoxy)phenyl]pyrazole BrC1=NN(C(=C1)\C=C\C)C1=CC=C(C=C1)OC(F)(F)F